(R)-2-hexyldecanoic Acid C(CCCCC)[C@@H](C(=O)O)CCCCCCCC